CC1=C(C=CC(=C1)OC1=CC=CC=C1)NC=1C2=CNC=3N=CN=C(N(N1)C1CCN(CC1)C(C=C)=O)C32 1-(4-(3-((2-Methyl-4-phenoxyphenyl)amino)-1,4,5,6,8-pentazaacenaphthylen-5(1H)-yl)piperidin-1-yl)prop-2-en-1-one